(S)-6-((4-((2-hydroxy-1-phenylethyl)amino)-5-(1,3,4-oxadiazol-2-yl)pyrimidin-2-yl)amino)-3,3-dimethylisochroman-1-one OC[C@H](C1=CC=CC=C1)NC1=NC(=NC=C1C=1OC=NN1)NC=1C=C2CC(OC(C2=CC1)=O)(C)C